1-(2-fluoro-4-(2-(((3S,5S)-5-fluoro-piperidin-3-yl)amino)-8-iso-propylpyrido[3,2-d]pyrimidin-6-yl)phenyl)-3-methylpyrrolidin-2-one FC1=C(C=CC(=C1)C=1C=C(C=2N=C(N=CC2N1)N[C@@H]1CNC[C@H](C1)F)C(C)C)N1C(C(CC1)C)=O